6-[2,6-difluoro-3-(5-fluoro-2-methoxypyridine-3-sulfonamido)phenyl]imidazo[1,5-a]pyridine-1-carboxylic acid FC1=C(C(=CC=C1NS(=O)(=O)C=1C(=NC=C(C1)F)OC)F)C=1C=CC=2N(C1)C=NC2C(=O)O